C(CC)S(=O)(=O)OCC ethyl propansulfonate